NC1=NC2=NC(=CN=C2C(=N1)N)CO 2,4-diamino-7-hydroxymethyl-pteridine